6-Bromo-1-((3-fluoroimidazo[1,2-a]pyridin-6-yl)methyl)-1H-[1,2,3]triazolo[4,5-b]-pyrazine BrC1=CN=C2C(=N1)N(N=N2)CC=2C=CC=1N(C2)C(=CN1)F